(3Z,5S)-5-(HYDROXYMETHYL)-1-[(2'-METHYL-1,1'-BIPHENYL-4-YL)CARBONYL]PYRROLIDIN-3-ON O-METHYLOXIM CO\N=C\1/CN([C@@H](C1)CO)C(=O)C1=CC=C(C=C1)C1=C(C=CC=C1)C